ClC=1C=2N(C=C(C1)C(F)(F)F)N=C(N2)C=2CCN(CC2)C(=O)OC(C)(C)C tert-butyl 4-[8-chloro-6-(trifluoromethyl)-[1,2,4]triazolo[1,5-a]pyridin-2-yl]-1,2,3,6-tetrahydropyridine-1-carboxylate